2-((2-((6-aminohexyl)amino)-2-oxoethyl)disulfaneyl)acetate hydrochloride Cl.NCCCCCCNC(CSSCC(=O)O)=O